4-(benzyloxy)benzonitrile-3-d C(C1=CC=CC=C1)OC1=C(C=C(C#N)C=C1)[2H]